ClC1=NC(=CC(=C1)C([C@@H]1CC[C@H](CC1)CO)(F)F)Cl trans-[4-[(2,6-dichloro-4-pyridinyl)-difluoro-methyl]cyclohexyl]methanol